ethyl (S)-3-(3-(4-hydroxy-1-methyl-2-oxo-1,2-dihydropyridin-3-yl)ureido)-3-(3-(4-methylthiophen-3-yl)phenyl)propanoate OC1=C(C(N(C=C1)C)=O)NC(N[C@@H](CC(=O)OCC)C1=CC(=CC=C1)C1=CSC=C1C)=O